2-amino-6-(tert-butoxycarbonylamino)hexanoic acid NC(C(=O)O)CCCCNC(=O)OC(C)(C)C